CN(C1CN(C1)C1=CC=C(C=N1)N1C=C(C(C2=CC(=CC=C12)F)=O)C(=O)O)C 1-(6-(3-(dimethylamino)azetidin-1-yl)pyridin-3-yl)-6-fluoro-4-oxo-1,4-dihydroquinoline-3-carboxylic acid